4-bromo-5-(difluoromethylene)-1-(tetrahydro-2H-pyran-2-yl)-1,5,6,7-tetrahydrocyclopenta[f]indazole BrC1=C2C=NN(C2=CC2=C1C(CC2)=C(F)F)C2OCCCC2